C12(CC3CC(CC(C1)C3)C2)CN2CC3(C2)CC(C3)NC(=O)N3[C@@H](CN(C[C@@H]3C)C3=NC=C(C=N3)C(F)(F)F)C (2R,6S)-N-[2-(adamantan-1-ylmethyl)-2-azaspiro[3.3]heptan-6-yl]-2,6-dimethyl-4-[5-(trifluoromethyl)pyrimidin-2-yl]piperazine-1-carboxamide